potassium choline citrate C(CC(O)(C(=O)O)CC(=O)[O-])(=O)[O-].OCC[N+](C)(C)C.[K+]